[N+](=O)([O-])C1=CC(=NC=2C=3N(CNC21)N=NN3)[N+](=O)[O-] 7,9-dinitro-5,6-dihydropyrido[2,3-e]tetrazolo[1,5-c]pyrimidine